CC1=NC(=CC=C1NC(=O)C1C(CCCC1)C(=O)O)C1=C(C(=NO1)C)NC1=NC(=CN=C1)C=1C=NC=CC1 2-((2-methyl-6-(3-methyl-4-((6-(pyridin-3-yl)pyrazin-2-yl)amino)isoxazol-5-yl)pyridin-3-yl)carbamoyl)cyclohexane-1-carboxylic acid